C1(CC1)C=1C(=NON1)C(=O)N[C@H](C=1N=C2N(N=CC(=C2)C[C@@]2(C(NCCC2)=O)C)C1)C1CCC(CC1)(F)F |o1:21| 4-Cyclopropyl-N-((S)-(4,4-difluorocyclohexyl)(7-(((R*)-3-methyl-2-oxopiperidin-3-yl)methyl)imidazo[1,2-b]pyridazin-2-yl)methyl)-1,2,5-oxadiazole-3-carboxamide